1-([2,4'-Bipyridine]-3-carbonyl)-4-(pyridin-4-ylmethyl)piperidine-4-carbonitrile N1=C(C(=CC=C1)C(=O)N1CCC(CC1)(C#N)CC1=CC=NC=C1)C1=CC=NC=C1